tert-butyl ((S)-4-methyl-1-oxo-1-(2-(((S)-2-oxopyrrolidin-3-yl)methyl)hydrazineyl)pentan-2-yl)carbamate CC(C[C@@H](C(NNC[C@H]1C(NCC1)=O)=O)NC(OC(C)(C)C)=O)C